N-acetyl-N-butyl-alanine C(C)(=O)N([C@@H](C)C(=O)O)CCCC